FC1CN(CCC1)CCOC=1C=C2C(=C(NC2=CC1)C=1C=C(C=2N(C1)N=CN2)C)C(C)C 6-(5-(2-(3-fluoropiperidin-1-yl)ethoxy)-3-isopropyl-1H-indol-2-yl)-8-methyl-[1,2,4]triazolo[1,5-a]pyridine